azapyrrolidone N1C(NCC1)=O